BrC1=CN=C2C(=N1)NC(=N2)C(=O)OCC ethyl 6-bromo-1H-imidazo[4,5-b]pyrazine-2-carboxylate